pyrimidin-6-yl-phenol N1=CN=CC=C1C1=C(C=CC=C1)O